C(C)(C)(C)OC(=O)N1[C@H](CN([C@@H](C1)C)C1CC1)C (2S,5R)-4-cyclopropyl-2,5-dimethylpiperazine-1-carboxylic acid tert-butyl ester